BrC=1C=C(C=NC1)C(CC=C(F)F)N1N=CC(=C1)C=1C2=C(N=CN1)NC=C2 4-{1-[1-(5-bromopyridin-3-yl)-4,4-difluorobut-3-en-1-yl]-1H-pyrazol-4-yl}-7H-pyrrolo[2,3-d]pyrimidine